1-methyl-3-octyl-methylimidazole iodide [I-].CN1C(N(C=C1)CCCCCCCC)C